C(C1=CC=CC=C1)OC(=O)NC(CC1=CC(=C(C(=O)OC)C=C1OC)OC)CC methyl 4-(2-(((benzyloxy)carbonyl)amino)butyl)-2,5-dimethoxybenzoate